[1-[[[1-(4-cyanophenyl)ethyl]-sulfonyl]methyl]propyl]carbamate C(#N)C1=CC=C(C=C1)C(C)S(=O)(=O)CC(CC)NC([O-])=O